FC1=C(C=C(C=C1)NC(=O)C1=C(N(C(=C1C)C(C(NOCC(F)(F)F)=O)=O)C)C)C N-(4-fluoro-3-methylphenyl)-1,2,4-trimethyl-5-(2-oxo-2-((2,2,2-trifluoroethoxy)amino)acetyl)-1H-pyrrole-3-carboxamide